(S)-diphenyl-(1-phenylethyl)phosphine oxide C1(=CC=CC=C1)P([C@@H](C)C1=CC=CC=C1)(C1=CC=CC=C1)=O